3-(benzyloxy)-5a-(4-bromophenyl)-8a-hydroxy-8-oxo-6-phenyl-5a,7,8,8a-tetrahydro-6H-cyclopenta[4,5]furo[3,2-b]pyridine-7-carboxylate C(C1=CC=CC=C1)OC=1C=C2C(=NC1)C1(C(O2)(C(C(C1=O)C(=O)[O-])C1=CC=CC=C1)C1=CC=C(C=C1)Br)O